N-(methyl-d3)-5-(piperazin-1-yl)pyridinecarboxamide C(NC(=O)C1=NC=C(C=C1)N1CCNCC1)([2H])([2H])[2H]